tert-Butyl 4-[5-[7-fluoro-3-oxo-2-[(1RS)-1-(6,7-dihydro-5H-pyrrolo[1,2-c]imidazol-1-yl)-2-ethoxy-2-oxo-ethyl]isoindolin-5-yl]-2-pyridyl]piperazine-1-carboxylate FC=1C=C(C=C2C(N(CC12)[C@@H](C(=O)OCC)C1=C2N(C=N1)CCC2)=O)C=2C=CC(=NC2)N2CCN(CC2)C(=O)OC(C)(C)C |r|